N1=C(C=CC=C1)[C@H](C)NC(=O)C=1C=C2C=CN=C(C2=CC1)N1CCC(CC1)C(F)(F)F (S)-N-(1-(Pyridin-2-yl)ethyl)-1-(4-(trifluoromethyl)piperidin-1-yl)isoquinoline-6-carboxamide